N-(cis-2-((benzyloxy)methyl)tetrahydro-2H-pyran-4-yl)-6-chloro-3-nitroquinolin-4-amine C(C1=CC=CC=C1)OC[C@@H]1OCC[C@@H](C1)NC1=C(C=NC2=CC=C(C=C12)Cl)[N+](=O)[O-]